titanium dioxide, cerium salt [Ce+3].[O-2].[O-2].[Ti+4]